S1C=NC2=C1C=CC(=C2)CN(C(C(=O)O)=O)CC2C(CCCC2)C 2-((benzo[d]thiazol-5-ylmethyl)((2-methylcyclohexyl)methyl)amino)-2-oxoacetic acid